C(C1=CC=CC=C1)N(C(O)=O)CC(=O)NCCN.FC(C(=O)O)(F)F trifluoroacetic acid benzyl-{2-[(2-aminoethyl)amino]-2-oxoethyl}carbamate